N-(2-chloro-3-(3-chloro-2-(3-methoxy-4-(((((S)-5-oxopyrrolidin-2-yl)methyl)amino)methyl)phenyl)pyridin-4-yl)phenyl)-5-(((((R)-5-oxopyrrolidin-2-yl)methyl)amino)methyl)picolinamide ClC1=C(C=CC=C1C1=C(C(=NC=C1)C1=CC(=C(C=C1)CNC[C@H]1NC(CC1)=O)OC)Cl)NC(C1=NC=C(C=C1)CNC[C@@H]1NC(CC1)=O)=O